CC(CC(=O)NN)(C)SSC1=NC=CC=C1 3-methyl-3-(2-pyridyldithio)-butyric acid, hydrazide